ClC1=C(C(=CC(=C1)[N+](=O)[O-])NCC)O 2-chloro-6-(ethylamino)-4-nitrophenol